BrC1=C(C=C2C(=NC(=NC2=C1I)Cl)N(C)C1CC(C1)O[Si](C)(C)C(C)(C)C)Cl 7-bromo-N-[3-[tert-butyl(dimethyl)silyl]oxycyclobutyl]-2,6-dichloro-8-iodo-N-methyl-quinazolin-4-amine